(S)-(8-(2-methoxy-7-methylquinoxalin-5-yl)-6-methyl-2,3-dihydro-[1,4]dioxino[2,3-e]benzofuran-3-yl)methanol COC1=NC2=CC(=CC(=C2N=C1)C=1OC2=C(C1)C1=C(C=C2C)O[C@H](CO1)CO)C